FC1=CC=C2C(=CC(N3C2=C1CC3)=O)C 9-fluoro-6-methyl-1,2-dihydro-4H-pyrrolo[3,2,1-ij]quinolin-4-one